BrC#CC1=CC(=C(C=C1)C1=C(C=C(N=N1)NC1CC(C1)(O)C)C)OCOCC (cis)-3-((6-(4-(bromoethynyl)-2-(ethoxymethoxy)phenyl)-5-methylpyridazin-3-yl)amino)-1-methylcyclobutan-1-ol